methyl 2-{[7-amino-4-(1-methyl-1H-indazol-6-yl)-1-oxo-2,3-dihydro-1H-isoindol-2-yl]methyl}prop-2-enoate NC=1C=CC(=C2CN(C(C12)=O)CC(C(=O)OC)=C)C1=CC=C2C=NN(C2=C1)C